5-CYCLOPROPOXY-3-FORMYL-N-METHYLPICOLINAMIDE C1(CC1)OC=1C=C(C(=NC1)C(=O)NC)C=O